2,6-di-tert-butyl-catechol C(C)(C)(C)C1(C(O)C(=CC=C1)C(C)(C)C)O